2-((4-fluorophenyl)amino)-N-(4-phenylpyridin-3-yl)pyrimidine-4-carboxamide FC1=CC=C(C=C1)NC1=NC=CC(=N1)C(=O)NC=1C=NC=CC1C1=CC=CC=C1